sodium 1-(6-(azetidin-1-yl)-4-methylpyridin-3-yl)-6-chloro-7-(5,7-dihydro-6H-pyrrolo[3,4-b]pyridin-6-yl)-4-oxo-1,4-dihydro-1,8-naphthyridine-3-carboxylate N1(CCC1)C1=CC(=C(C=N1)N1C=C(C(C2=CC(=C(N=C12)N1CC2=NC=CC=C2C1)Cl)=O)C(=O)[O-])C.[Na+]